C(C1=CC=CC=C1)[C@](C(=O)NC=1C=NC2=C(C=CC=C2C1C)F)(CC(F)(F)F)C (2S)-2-benzyl-4,4,4-trifluoro-N-(8-fluoro-4-methyl-3-quinolyl)-2-methyl-butanamide